O1CC(C1)OC1CC2(C(C1)N)CCNCC2 2-(oxetan-3-yloxy)-8-azaspiro[4.5]Decan-4-amine